C(#N)C1=CC=C(S1)C1=NNC(=C1)NC=1N=CC(=NC1)C(=O)NCCCN1CCOCC1 5-((3-(5-Cyanothiophen-2-yl)-1H-pyrazol-5-yl)amino)-N-(3-morpholinopropyl)pyrazine-2-carboxamide